1-[4-(phenylthio)phenyl]-octane-1,2-dione-2-(O-benzoyl oxime) C(C1=CC=CC=C1)(=O)ON=C(C(=O)C1=CC=C(C=C1)SC1=CC=CC=C1)CCCCCC